1,3,9-trimethyl-1,9-dihydro-4H-pyrazolo[3,4-b]quinolin-4-one CN1N=C(C2=C1N(C1=CC=CC=C1C2=O)C)C